3,4-dichloro-N-((5-cyclopropyl-1H-indazol-4-yl)methyl)-5-fluorobenzamide ClC=1C=C(C(=O)NCC2=C3C=NNC3=CC=C2C2CC2)C=C(C1Cl)F